N-[4-[[2-amino-3-(3-oxa-6-azabicyclo[3.1.1]heptan-6-ylmethyl)-4-pyridyl]oxy]-3-fluoro-phenyl]-1-(3-fluoro-2-pyridyl)-5-(trifluoromethyl)pyrazole-4-carboxamide NC1=NC=CC(=C1CN1C2COCC1C2)OC2=C(C=C(C=C2)NC(=O)C=2C=NN(C2C(F)(F)F)C2=NC=CC=C2F)F